ClC=1C(=CC(=NC1)C(F)(F)F)C1=CCC(CC1)C(F)(F)F 5-Chloro-2-(trifluoromethyl)-4-[4-(trifluoromethyl)cyclohexen-1-yl]pyridine